C(CCC)NC1=C(C(=CC=C1)C(NC=1SC(=CN1)[N+](=O)[O-])=O)CC(=O)[O-] 2-(butylamino)-6-((5-nitrothiazol-2-yl)carbamoyl)phenylacetate